4-((2S,5R)-4-(bis(4-fluorophenyl)methyl)-2,5-dimethylpiperazin-1-yl)-1-(cyclopropylmethyl)-1H-[1,2,4]triazolo[3,4-b]purine FC1=CC=C(C=C1)C(N1C[C@@H](N(C[C@H]1C)C=1C=2N=CN(C2N2C(N1)=NN=C2)CC2CC2)C)C2=CC=C(C=C2)F